(2S,3S,4S,5S)-5-(4-amino-6-bromo-5-carbamoyl-1H-pyrrolo[2,3-d]pyrimidin-1-yl)-4-hydroxy-2-((pivaloyloxy)methyl)tetrahydrofuran-3-ylpivalate NC1=C2C(N(C=N1)[C@@H]1[C@H]([C@@H]([C@H](O1)COC(C(C)(C)C)=O)CC(C(=O)[O-])(C)C)O)=NC(=C2C(N)=O)Br